FC(C(=O)O)(F)F.FC1CNCCC1N1CCC(CC1)N1N=C(C=2C1=NC=NC2N)C2=CC=C(C=C2)OC2=CC=CC=C2 1-(3'-fluoro-[1,4'-bipiperidine]-4-yl)-3-(4-phenoxyphenyl)-1H-pyrazolo[3,4-d]pyrimidin-4-amine trifluoroacetate